C(C1=CC=CC=C1)(C1=CC=CC=C1)(C1=CC=CC=C1)N1C=NC=C1C(C=C)=O 1-(3-tritylimidazol-4-yl)prop-2-en-1-one